[N](F)F trans-nitrogen difluoride